FC=1C=C2C=NNC2=CC1C=1C=2C=NN(C2C=CC1)CC(=O)NCC(=O)NCC(=O)O [2-(2-{5'-fluoro-1'H-[4,6'-biindazol]-1-yl}acetamido)acetamido]acetic acid